4-Bromo-N-[3-(prop-2-yloxy)propyl]pyridin-2-amine BrC1=CC(=NC=C1)NCCCOC(C)C